ClC1=C(C(=CC(=C1)Cl)F)NC=1N(C2=NC(=NC=C2N1)NC1COC[C@H]1O)C1CCC(CC1)C(=O)N (1s,4s)-4-(8-(2,4-dichloro-6-fluorophenylamino)-2-(4-hydroxytetrahydrofuran-3-ylamino)-9H-purin-9-yl)cyclohexanecarboxamide